C[C@H]1CN(C[C@H](N1C)C)C1=C(N)C=CC=C1 2-((3S,5R)-3,4,5-trimethylpiperazin-1-yl)aniline